C(CCC)(=O)N[C@H]1C(O)O[C@@H]([C@H]([C@@H]1O)O)COC([C@@H](NC(=O)OC(C)(C)C)C(C)C)=O 2-N-butyryl-6-O-(N-t-butoxycarbonyl-L-valyl)-D-glucosamine